tert-butyl N-(tert-butoxycarbonyl)-N-(4-{[5-(4-chloro-2-fluorophenyl)-4-methylpyridin-3-yl]methyl}-3-fluoropyridin-2-yl)carbamate C(C)(C)(C)OC(=O)N(C(OC(C)(C)C)=O)C1=NC=CC(=C1F)CC=1C=NC=C(C1C)C1=C(C=C(C=C1)Cl)F